P(=O)(OC(C)CCCC)(OC(C)CCCC)OC(C)CCCC tri(butyl ethyl) phosphate